BrC1=CC=C(CN(C(=O)OC/C(=C/CN(C(O)=O)CCNC([C@@H](CC(=O)N)NC(CCCCCCC)=O)=O)/C2=CC=CC=C2)C)C=C1.C(CCCCC)C1(C2=CC=CC=C2C=2C=CC=CC12)CCCCCC 9,9-di-n-hexyl-fluorene (E)-3-(((4-bromobenzyl)(methyl)carbamoyl)oxy)-2-phenylprop-1-en-1-yl-(R)-(2-(4-amino-2-octanamido-4-oxobutanamido)ethyl)(methyl)carbamate